N-(1-hydroxy-2-methylpropan-2-yl)-2-{methyl[2-(4-methylpyridin-2-yl)-5H,6H,7H-cyclopenta[d]pyrimidin-4-yl]amino}acetamide OCC(C)(C)NC(CN(C=1C2=C(N=C(N1)C1=NC=CC(=C1)C)CCC2)C)=O